calcium thiophosphonic acid P(O)(O)=S.[Ca]